C(#N)CN1N=C(C(=C1)C1=CN=C(N1C)C(=O)NC1=CC(=C(C(=C1)C)C(=O)N1CCN(CC1)C(=O)C1(CNCCC1)O)F)C(F)(F)F 5-[1-(cyanomethyl)-3-(trifluoromethyl)pyrazol-4-yl]-N-[3-fluoro-4-[4-(3-hydroxypiperidine-3-carbonyl)piperazine-1-carbonyl]-5-methylphenyl]-1-methylimidazole-2-carboxamide